5-Methyl-8-((3R,4S)-3-methyl-4-(pyrimidin-2-yloxy)piperidin-1-yl)-6-oxo-5,6-dihydro-1,5-naphthyridin-2-carbonitril CN1C=2C=CC(=NC2C(=CC1=O)N1C[C@H]([C@H](CC1)OC1=NC=CC=N1)C)C#N